5-fluoro-1'-(4-fluorobenzyl)spiro[isoindoline-1,3'-pyrrolidine]-2',3-dione FC=1C=C2C(NC3(C(N(CC3)CC3=CC=C(C=C3)F)=O)C2=CC1)=O